6-((3-ethynyloxetan-3-yl)amino)-4-((2-methoxy-3-(1-methyl-1H-1,2,4-triazol-3-yl)phenyl)amino)-N-(methyl-d3)pyridazine-3-carboxamide C(#C)C1(COC1)NC1=CC(=C(N=N1)C(=O)NC([2H])([2H])[2H])NC1=C(C(=CC=C1)C1=NN(C=N1)C)OC